N-(5-cyano-1-(4,4-difluorocyclohexyl)-1H-pyrazol-3-yl)-2-(4-(difluoromethylene)piperidin-1-yl)-4-iodobenzamide C(#N)C1=CC(=NN1C1CCC(CC1)(F)F)NC(C1=C(C=C(C=C1)I)N1CCC(CC1)=C(F)F)=O